N-(2-(5-(6-(3-cyanopyrrolo[1,2-b]pyridazin-7-yl)-4-(isopropylamino)pyridin-3-yl)-1,3,4-thiadiazol-2-yl)-2-azabicyclo[2.2.2]oct-4-yl)acetamide C(#N)C1=CC=2N(N=C1)C(=CC2)C2=CC(=C(C=N2)C2=NN=C(S2)N2C1CCC(C2)(CC1)NC(C)=O)NC(C)C